COC(=O)C1=C(C(=NN1C([2H])([2H])[2H])C1=NC=C(C=C1[N+](=O)[O-])C1=C(N=NN1C)C)I 3-(5-(1,4-dimethyl-1H-1,2,3-triazol-5-yl)-3-nitropyridin-2-yl)-4-iodo-1-(methyl-d3)-1H-pyrazole-5-carboxylic acid methyl ester